6-(4-(4-formylphenyl)(phenyl)aminostyryl)-1,3-dioxo-1H-benzisoquinoline C(=O)C1=CC=C(C=C1)C1=CC=C(C=C(C=2C=C3CC(NC(C3=C3C2C=CC=C3)=O)=O)NC3=CC=CC=C3)C=C1